3,3,4,4,5,5,6,6,7,7,8,8,9,9,10,10,11,11,12,12,12-heneicosafluorododecyl acrylate C(C=C)(=O)OCCC(C(C(C(C(C(C(C(C(C(F)(F)F)(F)F)(F)F)(F)F)(F)F)(F)F)(F)F)(F)F)(F)F)(F)F